1-((6-(3,3-Difluoroazetidin-1-yl)pyridin-2-yl)methyl)-1H-1,2,3-triazole FC1(CN(C1)C1=CC=CC(=N1)CN1N=NC=C1)F